4-(pyrrolidin-1-ylmethyl)benzonitrile N1(CCCC1)CC1=CC=C(C#N)C=C1